FC1(COC1)CN1N=CC2=C(C=C(C=C12)C(=O)N[C@H](C)C=1C=NC(=NC1)C(F)(F)F)C=1SC(=CN1)C (R)-1-((3-Fluorooxetan-3-yl)methyl)-4-(5-methylthiazol-2-yl)-N-(1-(2-(trifluoromethyl)pyrimidin-5-yl)ethyl)-1H-indazole-6-carboxamide